2-(12,13-dichloro-1,2,3,5,6,7-hexahydrochromeno[2,3-f]pyrido[3,2,1-ij]quinolin-4-ium-9-yl)-5-sulfobenzenesulfonate ClC1=CC=C2C(=C3C(=C4CCC[N+]5=C4C(=C3)CCC5)OC2=C1Cl)C1=C(C=C(C=C1)S(=O)(=O)O)S(=O)(=O)[O-]